C(OCN1C(CCC2=CC=C(C=C12)CCN1CCN(CC1)C1=CC(=CC=2SC=CC21)F)=O)(OCCCCCCCCCCCCCCCC)=O (7-(2-(4-(6-fluorobenzo[b]thiophen-4-yl)piperazin-1-yl)ethyl)-2-oxo-3,4-dihydroquinolin-1(2H)-yl)methyl hexadecyl carbonate